[Na+].[N-]1C=NC=C1 imidazolate sodium salt